2-(2-chloro-3-methylphenyl)-N-(4-(1-methyl-4-(trifluoromethyl)-1H-imidazol-2-yl)benzyl)-9-(tetrahydro-2H-pyran-2-yl)-9H-purin-6-amine ClC1=C(C=CC=C1C)C1=NC(=C2N=CN(C2=N1)C1OCCCC1)NCC1=CC=C(C=C1)C=1N(C=C(N1)C(F)(F)F)C